CN1N=C(C2=C1NC(C=1CCCNC21)=O)C 7,9-dimethyl-1,2,3,4,6,7-hexahydro-5H-pyrazolo[3,4-h]-1,6-naphthyridin-5-one